C(C)(C)(C)OC(N(C)[C@H]1CN(CC1)C1=C2N=C(C=NC2=C(C=C1)C(NC=1C=C(C=2N(C1)C=C(N2)C)F)=O)OC)=O.C2(CCCCC2)C[SiH2]OCC2=C(C=CC=C2)OC cyclohexylmethyl-(2-methoxyphenyl)methoxysilane tert-butyl-(R)-(1-(8-((8-fluoro-2-methylimidazo[1,2-a]pyridin-6-yl)carbamoyl)-3-methoxyquinoxalin-5-yl)pyrrolidin-3-yl)(methyl)carbamate